(+-)-benzo[b]fluoranthene C1=C2C3=C(C=C4C5=CC=CC=C5C(C=C1)=C42)C=CC=C3